2-(Hydroxymethyl)-1-phenylcyclopropane-1-carbonitrile OCC1C(C1)(C#N)C1=CC=CC=C1